FC=1C=C2[C@@H](CN(C2=C(C1)C)S(=O)(=O)C=1C=NC(=CC1C)N1C=NC(=C1)C)C (3S)-5-fluoro-3,7-dimethyl-1-[[4-methyl-6-(4-methylimidazol-1-yl)-3-pyridinyl]sulfonyl]indoline